N-(4,5-Dimethoxy-2-((4-(2-(methyl((1-phenyl-1H-pyrazol-4-yl)methyl)amino)ethyl)phenyl)carbamoyl)phenyl)-4-oxo-4H-chromene-2-carboxamide calcium magnesium silicon fluoride [Si](F)(F)(F)F.[Mg].[Ca].COC1=CC(=C(C=C1OC)NC(=O)C=1OC2=CC=CC=C2C(C1)=O)C(NC1=CC=C(C=C1)CCN(CC=1C=NN(C1)C1=CC=CC=C1)C)=O